N-benzhydryl-2-oxo-6-(trifluoromethyl)-1,2-dihydropyridine-3-carboxamide C(C1=CC=CC=C1)(C1=CC=CC=C1)NC(=O)C=1C(NC(=CC1)C(F)(F)F)=O